2-(4-((2-(3-Chlorophenyl)-6-ethylpyrimidin-4-yl)amino)phenyl)-3,3,3-trifluoropropan ClC=1C=C(C=CC1)C1=NC(=CC(=N1)NC1=CC=C(C=C1)C(C)C(F)(F)F)CC